C(C)(C)(C)CPC1=C(C=CC=C1)P(C1=CC=CC=C1)C1=CC=CC=C1 (R)-1-tert-butylmethylphosphino-2-diphenylphosphinobenzene